3-(1,3-dithian-2-yl)-2-fluoropyridine S1C(SCCC1)C=1C(=NC=CC1)F